(2-(3-Bromo-5-fluorophenoxy)ethoxy)(tert-butyl)dimethylsilane (10a-Methoxy-4,7-dimethyl-6a,8,9,10-tetrahydro-6H-indolo[4,3-fg]quinolin-9-yl)methyl-5-bromopyridine-3-carboxylate COC12CC(CN(C2CC=2C3=C1C=CC=C3N(C2)C)C)COC(=O)C=2C=NC=C(C2)Br.BrC=2C=C(OCCO[Si](C)(C)C(C)(C)C)C=C(C2)F